COC(C1CCN(CC1)C1=CC(=C(C=C1)F)B1OC(C(O1)(C)C)(C)C)OC 4-(Dimethoxymethyl)-1-(4-fluoro-3-(4,4,5,5-tetramethyl-1,3,2-dioxaborolan-2-yl)phenyl)piperidine